6-azido-N-[5-(cyanomethyl)-3-fluoro-6-methoxypyridin-2-yl]-1H-indole-3-sulfonamide N(=[N+]=[N-])C1=CC=C2C(=CNC2=C1)S(=O)(=O)NC1=NC(=C(C=C1F)CC#N)OC